N-[5-(2-methyl-5-fluorobenzyl)-6,6-dimethyl-1,4,5,6-tetrahydropyrrolo[3,4-c]pyrazol-3-yl]benzamide CC1=C(CN2C(C=3NN=C(C3C2)NC(C2=CC=CC=C2)=O)(C)C)C=C(C=C1)F